N-(2-chlorophenyl)-4-((5-fluoro-2-((4-((methyl(piperidin-4-yl)amino)methyl)phenyl)amino)pyrimidin-4-yl)amino)benzamide ClC1=C(C=CC=C1)NC(C1=CC=C(C=C1)NC1=NC(=NC=C1F)NC1=CC=C(C=C1)CN(C1CCNCC1)C)=O